6-((2-((3R)-3-amino-4,4-difluoro-1-piperidinyl)-6-methoxy-1H-benzoimidazol-1-yl)methyl)-3-pyridinecarbonitrile N[C@@H]1CN(CCC1(F)F)C1=NC2=C(N1CC1=CC=C(C=N1)C#N)C=C(C=C2)OC